8-(2-((tert-butyldimethylsilyl)oxy)ethyl)-1-(4-(difluoromethoxy)benzoyl)-6-methylhexahydro-4H-pyrazino[1,2-a]pyrimidine-4,7(6H)-dione [Si](C)(C)(C(C)(C)C)OCCN1CC2N(C(CCN2C(C2=CC=C(C=C2)OC(F)F)=O)=O)C(C1=O)C